(3-(trifluoromethyl)-5H,6H,7H,8H-(1,2,4)triazolo[4,3-a]pyridin-7-yl)methyl methanesulfonate CS(=O)(=O)OCC1CC=2N(CC1)C(=NN2)C(F)(F)F